oxo-7-({[(1s,4s)-4-{2-[3-(tert-butoxy)-3-oxopropoxy]-3-fluorophenyl}cyclohexyl] oxy}methyl)-4-oxa-1,8-diazaspiro[5.5]undecane-8-carboxylate O=C1NC2(COC1)C(N(CCC2)C(=O)[O-])COC2CCC(CC2)C2=C(C(=CC=C2)F)OCCC(=O)OC(C)(C)C